C(O)C(C=O)(CC)CO 2,2-dimethyloln-butanal